(Ra)-6-(4-Chloro-1-(4-cyclopropylbenzyl)-1H-indazol-7-carboxamido)spiro[3.3]heptan ClC1=C2C=NN(C2=C(C=C1)C(=O)NC1CC2(CCC2)C1)CC1=CC=C(C=C1)C1CC1